CC=1C=CC2=C(N=C(O2)C2=CC=C(C=C2)C=CC2=CC=C(C=C2)C=2OC3=C(N2)C=C(C=C3)C)C1 4,4'-bis(5-methylbenzoxazole-2-yl)stilbene